BrCC1=C(C(=O)OC)C(=C(C=C1F)I)Cl methyl 2-(bromomethyl)-6-chloro-3-fluoro-5-iodobenzoate